S1C=NC2=C1C=C(C=C2)N2C(N(C=1C2=NC=CC1)CC1CCC(CC1)NC(C1=C(N=CC(=C1)Cl)C)=O)=O N-((1r,4r)-4-((3-(benzo[d]thiazol-6-yl)-2-oxo-2,3-dihydro-1H-imidazo[4,5-b]pyridin-1-yl)methyl)cyclohexyl)-5-chloro-2-methylnicotinamide